3-[6-amino-4-ethyl-5-(4-hydroxyphenyl)-3-pyridyl]benzamide NC1=C(C(=C(C=N1)C=1C=C(C(=O)N)C=CC1)CC)C1=CC=C(C=C1)O